(R)-5-(azetidin-3-yloxy)-N-(1-(3-(5-((cyclopentylamino)methyl)furan-2-yl)phenyl)ethyl)-2-methylbenzamide N1CC(C1)OC=1C=CC(=C(C(=O)N[C@H](C)C2=CC(=CC=C2)C=2OC(=CC2)CNC2CCCC2)C1)C